COC1CC(C1)OC=1C=CN=C2C(=CC(=NC12)C=1C=C2CN(C(C2=CC1)=O)C1C(NC(CC1)=O)=O)CN1CCCC1 3-(5-(8-((1r,3r)-3-methoxycyclobutoxy)-4-(pyrrolidin-1-ylmethyl)-1,5-naphthyridin-2-yl)-1-oxoisoindolin-2-yl)piperidine-2,6-dione